2-((3-fluoro-6-methylpyridin-2-yl)methyl)-6-((1-(tetrahydro-2H-pyran-2-yl)-1H-pyrazol-4-yl)thio)phthalazin-1(2H)-one FC=1C(=NC(=CC1)C)CN1C(C2=CC=C(C=C2C=N1)SC=1C=NN(C1)C1OCCCC1)=O